C(C)(C)(C)NC1=NC=CC(=C1)C(F)(F)F N-(tert-butyl)-4-(trifluoromethyl)pyridin-2-amine